di-tert-butyl L-glutamate HCl salt Cl.N[C@@H](CCC(=O)OC(C)(C)C)C(=O)OC(C)(C)C